C[C@@H]1CN(CCC1)CC1=CC(=C2CNC(C2=C1)=O)C(F)(F)F 6-{[(3S)-3-methylhexahydropyridin-1-yl]methyl}-4-(trifluoromethyl)-2,3-dihydro-1H-isoindol-1-one